N-((7-chloro-2-oxo-1-(2-phenoxyethyl)-1,2-dihydroquinolin-3-yl)methyl)picolinamide ClC1=CC=C2C=C(C(N(C2=C1)CCOC1=CC=CC=C1)=O)CNC(C1=NC=CC=C1)=O